C(C)(C)(C)OC(=O)N1C2C=C(CC1CC2)C=2C1=C(N=C(N2)Cl)CN(CC1)CC1=CC=CC=C1 3-(7-benzyl-2-chloro-5,6,7,8-tetrahydropyrido[3,4-d]pyrimidin-4-yl)-8-azabicyclo[3.2.1]oct-2-ene-8-carboxylic acid tert-butyl ester